methyl 5-(5-{2-[1-(2-amino-6-bromo-1,3-benzodiazol-1-yl)-3-azabicyclo[3.2.2]nonan-3-yl] ethoxy}-1-methylpyrazol-4-yl)-1-methyl-6-oxopyridine-3-carboxylate NC1=NC2=C(N1C13CN(CC(CC1)CC3)CCOC3=C(C=NN3C)C3=CC(=CN(C3=O)C)C(=O)OC)C=C(C=C2)Br